O1CC(C1)N1CCN(CC1)C(\C=C\C1=CC=NC=C1)=O (E)-1-(4-(oxetan-3-yl)piperazin-1-yl)-3-(pyridin-4-yl)prop-2-en-1-one